8-(1,4-dioxaspiro[4.5]decan-8-yl)-3,4-dihydro-2H-pyrido[3,2-b][1,4]oxazine O1CCOC12CCC(CC2)C2=CC=NC1=C2OCCN1